O1C(OCC1)C1CCN(CC1)C1=CC=C(C=C1)[C@H]1CN(CCC1)C(=O)OCC1=CC=CC=C1 Benzyl (3S)-3-{4-[4-(1,3-dioxolan-2-yl)piperidin-1-yl]phenyl}piperidine-1-carboxylate